OB1OCC2=C1C=C(C(=C2)CNC(OC(C)(C)C)=O)[N+](=O)[O-] tert-butyl (1-hydroxy-6-nitro-1,3-dihydrobenzo[c][1,2]oxaborol-5-yl)methylcarbamate